C[C@H]1[C@H](CN(C1)C1=C2C=CC=NC2=C(C=C1)C)NC(CN1CCOCC1)=O N-[(3r,4r)-4-methyl-1-(8-methylquinolin-5-yl)pyrrolidin-3-yl]-2-(morpholin-4-yl)acetamide